(E)-3-(6-aminopyridin-3-yl)-N-((5-(5-(4-methylpiperazine-1-carbonyl)pyrimidin-2-yl)-7-(trifluoromethyl)benzofuran-2-yl)methyl)acrylamide NC1=CC=C(C=N1)/C=C/C(=O)NCC=1OC2=C(C1)C=C(C=C2C(F)(F)F)C2=NC=C(C=N2)C(=O)N2CCN(CC2)C